(3S)-3-({N-[(4-methoxy-1H-indol-2-yl) carbonyl]-L-leucyl}amino)-2-oxo-4-[(3S)-2-oxopyrrolidin-3-yl]butyl 1-methyl-1H-imidazole-2-carboxylate CN1C(=NC=C1)C(=O)OCC([C@H](C[C@H]1C(NCC1)=O)NC([C@@H](NC(=O)C=1NC2=CC=CC(=C2C1)OC)CC(C)C)=O)=O